tert-butyl 4-(4-(4-(((2-(2,6-dioxopiperidin-3-yl)-1,3-dioxoisoindolin-4-yl)amino)methyl)-1H-pyrazol-1-yl)piperidine-1-carbonyl)-4-fluoropiperidine-1-carboxylate O=C1NC(CCC1N1C(C2=CC=CC(=C2C1=O)NCC=1C=NN(C1)C1CCN(CC1)C(=O)C1(CCN(CC1)C(=O)OC(C)(C)C)F)=O)=O